4-(4-(2-(ethylamino)-2-oxoethyl)phenyl)-1H-pyrrolo[2,3-b]pyridin C(C)NC(CC1=CC=C(C=C1)C1=C2C(=NC=C1)NC=C2)=O